3-[[(5-amino-1,3,3-trimethyl-cyclohexyl)methylamino]methyl]-3,5,5-trimethyl-cyclohexanamin NC1CC(CC(C1)(C)CNCC1(CC(CC(C1)(C)C)N)C)(C)C